OC[C@@H]1CN(CCN1)C(=O)OC(C)(C)C t-butyl (3S)-3-(hydroxymethyl)piperazin-1-carboxylate